C(=O)O.C(C)OC1=NC(=NC=C1C(=O)NC1=CC2=CN(N=C2C(=C1)F)C)N1C[C@@H](CC1)NC (R)-4-ethoxy-N-(7-fluoro-2-methyl-2H-indazol-5-yl)-2-(3-(methylamino)pyrrolidin-1-yl)pyrimidine-5-carboxamide formate salt